(S)-4-(2-(4-(5-chloro-2-(propionyl-d5)-phenyl)-3-methoxy-6-oxopyridazin-1(6H)-yl)-3-phenylpropionamido)-benzoic acid ClC=1C=CC(=C(C1)C=1C(=NN(C(C1)=O)[C@H](C(=O)NC1=CC=C(C(=O)O)C=C1)CC1=CC=CC=C1)OC)C(C(C([2H])([2H])[2H])([2H])[2H])=O